3-bromo-7-(1-methyl-1H-pyrazol-4-yl)[1,2,4]triazolo[4,3-a]pyridine BrC1=NN=C2N1C=CC(=C2)C=2C=NN(C2)C